[2-(tert-butoxycarbonylamino)-3-[tert-butyl(diphenyl)silyl] oxy-propyl] methanesulfonate CS(=O)(=O)OCC(CO[Si](C1=CC=CC=C1)(C1=CC=CC=C1)C(C)(C)C)NC(=O)OC(C)(C)C